FC(COC1=CC(NC=C1)=O)(C(F)(F)F)F 4-(2,2,3,3,3-pentafluoropropoxy)-2-pyridone